(1S,2S)-2-hydroxycyclohexylamine O[C@@H]1[C@H](CCCC1)N